CC1=C(SC=C1)CNCCC1(CCOC2(CCCC2)C1)C#CC N-((3-methylthiophen-2-yl)methyl)-2-(9-(prop-1-yn-1-yl)-6-oxaspiro[4.5]decan-9-yl)ethylamine